(2-amino-6-(methoxycarbonyl)pyridin-3-yl)boronic acid NC1=NC(=CC=C1B(O)O)C(=O)OC